tert-butyl (2-(6-chloropyridin-3-yl)propan-2-yl)carbamate ClC1=CC=C(C=N1)C(C)(C)NC(OC(C)(C)C)=O